1,6-dihydropyridin-3(2H)-one N1CC(C=CC1)=O